N-[1,2-dimyristyloxyprop-3-yl]-N,N-dimethyl-N-hydroxyethyl-ammonium bromide [Br-].C(CCCCCCCCCCCCC)OCC(C[N+](CCO)(C)C)OCCCCCCCCCCCCCC